4-iodo-3-nitrophenylcarbamic acid methyl ester COC(NC1=CC(=C(C=C1)I)[N+](=O)[O-])=O